[rac-(2S,3R,4R,5S,6S)-4,5-diacetoxy-2-methyl-6-[[4-[(4-methyl-2-oxo-chromen-7-yl)carbamoyloxymethyl]phenyl]carbamoyloxy]tetrahydropyran-3-yl] acetate C(C)(=O)O[C@@H]1[C@@H](O[C@H]([C@H]([C@@H]1OC(C)=O)OC(C)=O)OC(NC1=CC=C(C=C1)COC(NC1=CC=C2C(=CC(OC2=C1)=O)C)=O)=O)C |r|